C1(CCC1)N1C(=NC2=C1C(=C(C=C2)N2CC(C2)(F)F)F)NC(CC(C)(C)C)=O N-(1-cyclobutyl-6-(3,3-difluoroazetidin-1-yl)-7-fluoro-1H-benzo[d]imidazol-2-yl)-3,3-dimethylbutanamide